7-(5-(pyrrolidin-3-yl)pentyl)-1,2,3,4-tetrahydro-1,8-naphthyridine dihydrochloride Cl.Cl.N1CC(CC1)CCCCCC1=CC=C2CCCNC2=N1